FC=1C=CC(=NC1)C1=NN2C(OCCC2C)=C1C1=CC=2N(C=C1)N=CC2 2-(5-Fluoropyridin-2-yl)-7-methyl-3-(pyrazolo[1,5-a]pyridin-5-yl)-6,7-dihydro-5H-pyrazolo[5,1-b][1,3]oxazine